Cl.NCC1(CC1)CC#N 2-(1-(aminomethyl)cyclopropyl)acetonitrile hydrochloride